C(C1=CC=CC=C1)N1B(N(C2=C3C1=CC=CC3=CC=C2)P(C2=CC=CC=C2)C2=CC=CC=C2)C=2C(=C3CC(CC3=C(C2C2=CC=CC=C2)C)(C(=O)[O-])C(=O)[O-])C 5-(1-benzyl-3-(diphenylphosphaneyl)-1H-naphtho[1,8-de][1,3,2]diazaborinin-2(3H)-yl)-4,7-dimethyl-6-phenyl-1,3-dihydro-2H-indene-2,2-dicarboxylate